C(C)(=O)OCC1=CCC=C1COC(C)=O 2,3-bis(acetoxymethyl)-1,3-cyclopentadiene